N1(CCNCCC1)C1=NC=CC(=N1)NC=1C=C2C(=NC1)NC=C2 N-(2-(1,4-diazacycloheptan-1-yl)pyrimidin-4-yl)-1H-pyrrolo[2,3-b]pyridin-5-amine